ethyl 2-chloro-4-((1-(hydroxymethyl)cyclobutyl)amino)pyrimidine-5-carboxylate ClC1=NC=C(C(=N1)NC1(CCC1)CO)C(=O)OCC